2-Oxo-2-[rac-(2R,5S)-2-tert-butyl-5-methyl-1-piperidyl]acetamide O=C(C(=O)N)N1[C@H](CC[C@@H](C1)C)C(C)(C)C |r|